BrC1=CC=C(OCC2N(CC2)C)C=C1 ((4-bromophenoxy)methyl)-1-methylazetidine